1-(5-(4-(5-cyanopyridin-2-yl)piperidine-1-carbonyl)-2-methylphenyl)-3-cyclopentylurea C(#N)C=1C=CC(=NC1)C1CCN(CC1)C(=O)C=1C=CC(=C(C1)NC(=O)NC1CCCC1)C